cyclopentyl-5-[3-(5-methylthiophen-2-yl)-1,2,4-oxadiazol-5-yl]-1H-1,2,3-benzotriazole C1(CCCC1)N1N=NC2=C1C=CC(=C2)C2=NC(=NO2)C=2SC(=CC2)C